[N+](=O)([O-])C=1C=C2N=C(C=3N(C2=CC1)C=CC3)C3=CC=C(C=C3)C(F)(F)F 7-nitro-4-(4-(trifluoromethyl)phenyl)pyrrolo[1,2-a]quinoxaline